2-methoxyethyl (1S,2R,5R)-2-(hydroxycarbamoyl)-3-((6-(p-tolyloxy)-pyridin-3-yl)-sulfonyl)-3,8-diazabicyclo[3.2.1]-octane-8-carboxylate ONC(=O)[C@H]1[C@@H]2CC[C@H](CN1S(=O)(=O)C=1C=NC(=CC1)OC1=CC=C(C=C1)C)N2C(=O)OCCOC